CC=1C=C(C=CC1OC=1C2=C(N=CN1)NC=C2)N2C(N(CC2=O)C=2C=NC=C(C2)C(F)(F)F)=O 3-[3-methyl-4-(7H-pyrrolo[2,3-d]pyrimidin-4-yloxy)phenyl]-1-[5-(trifluoromethyl)-3-pyridinyl]-2,4-imidazolidinedione